C(C)[C@]1(CCC=2C(=NC=C(C2)C2=NC(=NO2)C2=CC=C(C=C2)Br)O1)C ethyl-(S)-6-(3-(4-bromophenyl)-1,2,4-oxadiazol-5-yl)-2-methyl-3,4-dihydro-2H-pyrano[2,3-b]pyridine